N=1C=CN2C1C=CC(=C2)COC2=CC=CC(=N2)C2CCN(CC2)CC2=NC1=C(N2C[C@H]2OCC2)C=C(C=C1)C(=O)O (S)-2-((4-(6-(imidazo[1,2-a]pyridin-6-ylmethoxy)pyridin-2-yl)piperidin-1-yl)methyl)-1-(oxetan-2-ylmethyl)-1H-benzo[d]imidazole-6-carboxylic acid